NC=1C(=NC=C(C1)Cl)O 3-amino-5-chloro-pyridin-2-ol